CN1N=CC(=C1)NC1=NC=CC(=N1)C1=CC2CCC(C1)N2CC2(COC2)C N-(1-methyl-1H-pyrazol-4-yl)-4-(8-((3-methyloxetan-3-yl)methyl)-8-azabicyclo[3.2.1]oct-2-en-3-yl)pyrimidin-2-amine